methyl anthranilate (2-aminobenzoate) NC1=C(C(=O)O)C=CC=C1.C(C=1C(N)=CC=CC1)(=O)OC